4-(3-chloro-2-(pyrrolidin-1-yl)phenoxy)piperidine ClC=1C(=C(OC2CCNCC2)C=CC1)N1CCCC1